N-(3-((5-chloro-2-((3-chloro-1-methyl-1H-pyrazol-4-yl)amino)pyrimidin-4-yl)amino)-4-fluorophenyl)acrylamide ClC=1C(=NC(=NC1)NC=1C(=NN(C1)C)Cl)NC=1C=C(C=CC1F)NC(C=C)=O